5-{[5-(formamidomethyl)pyridin-2-yl]amino}-2H-pyrazole C(=O)NCC=1C=CC(=NC1)NC=1C=CNN1